C(C)(C)(C)C=1SC2=C(N1)C(CC1(CCN(CC1)C(=O)C=1C=C(C(=C3C=NNC13)Cl)C)C2)=O 2-(tert-butyl)-1'-(4-chloro-5-methyl-1H-indazole-7-carbonyl)-5H-spiro[benzo[d]thiazol-6,4'-piperidin]-4(7H)-one